C(C)(C)(C)O[C@H](C(=O)OCC)C1=C(C2=C(N=C(S2)C=2C=C3C(=NC2)N(N=C3C3CCN(CC3)C3COC3)C)C=C1C)C1=CC=C(C=C1)Cl ethyl (S)-2-(tert-butoxy)-2-(7-(4-chlorophenyl)-5-methyl-2-(1-methyl-3-(1-(oxetan-3-yl)piperidin-4-yl)-1H-pyrazolo[3,4-b]pyridin-5-yl)benzo[d]thiazol-6-yl)acetate